ClC1=C2C(=NC=C1)NC(=C2C2=CC1=C(OCCN1C(C=C)=O)C=C2)C2=CC=C(C=C2)CN(C)C 1-(6-(4-chloro-2-(4-((dimethylamino)methyl)phenyl)-1H-pyrrolo[2,3-b]pyridin-3-yl)-2H-benzo[b][1,4]oxazin-4(3H)-yl)prop-2-en-1-one